5-(7-oxo-5,6,7,8-tetrahydro-1,8-naphthyridin-4-yl)isoindoline-2-sulfonamide hydrochloride Cl.O=C1CCC=2C(=CC=NC2N1)C=1C=C2CN(CC2=CC1)S(=O)(=O)N